N-[2-methyl-3-[2-methyl-3-[4-(2-triisopropylsilyloxyethylamino)-4,5,6,7-tetrahydropyrazolo[1,5-a]pyridin-2-yl]phenyl]phenyl]-4-oxo-6,7-dihydro-5H-pyrazolo[1,5-a]pyridine-2-carboxamide CC1=C(C=CC=C1C1=C(C(=CC=C1)C1=NN2C(C(CCC2)NCCO[Si](C(C)C)(C(C)C)C(C)C)=C1)C)NC(=O)C1=NN2C(C(CCC2)=O)=C1